C(#N)C1=C(C=C(C=C1)N1C(N(C2(CCC2)C1=O)C1=CC=C(C=C1)CCCC(=O)O)=S)C(F)(F)F 4-{4-(7-(4-cyano-3-trifluoromethylphenyl)-8-oxo-6-thioxo-5,7-diaza-spiro[3.4]oct-5-yl)-phenyl}-butyric acid